C(C)(=O)C1=NN(C2=CC=C(C=C12)C=1C=NC(=NC1)C)CC(=O)N1[C@@H](C[C@H](C1)F)C(=O)NC1=C(C(=CC=C1)C=1SC=CC1Cl)F (2S,4R)-1-(2-(3-acetyl-5-(2-methylpyrimidin-5-yl)-1H-indazol-1-yl)acetyl)-N-(3-(3-chlorothiophen-2-yl)-2-fluorophenyl)-4-fluoropyrrolidine-2-carboxamide